O-(7-azabenzotriazol-3-yl)-N,N,N',N'-tetramethyluronium hexafluorophosphate F[P-](F)(F)(F)(F)F.N1=NN(C2=C1N=CC=C2)OC(=[N+](C)C)N(C)C